C(C1=CC=CC=C1)N(CC(=O)O)CC([C@@H](CC(C)C)NC(=O)OC(C)(C)C)=O 2-[Benzyl-[(3R)-3-(tert-butoxycarbonylamino)-5-methyl-2-oxo-hexyl]amino]acetic acid